4-(trifluoromethoxy)phenylpropanoic acid FC(OC1=CC=C(C=C1)C(C(=O)O)C)(F)F